C[C@@H](C(=O)O)N The molecule is the L-enantiomer of alanine. It has a role as an EC 4.3.1.15 (diaminopropionate ammonia-lyase) inhibitor and a fundamental metabolite. It is a pyruvate family amino acid, a proteinogenic amino acid, a L-alpha-amino acid and an alanine. It is a conjugate base of a L-alaninium. It is a conjugate acid of a L-alaninate. It is an enantiomer of a D-alanine. It is a tautomer of a L-alanine zwitterion.